4-(4-(4-chloro-3-nitrobenzoyl)aminophenyl)butyric acid ClC1=C(C=C(C(=O)NC2=CC=C(C=C2)CCCC(=O)O)C=C1)[N+](=O)[O-]